S1C=NC(=C1)C(=O)OC(C(OC1=C(C=CC=C1)OC(CCC)CCC)C)=O (Methyl 2-(2-(4-heptyloxy)-phenoxy)-acetyl) thiazole-4-carboxylate